7-methyl-4-(p-tolyl)-7H-pyrrolo[2,3-d]pyrimidine CN1C=CC2=C1N=CN=C2C2=CC=C(C=C2)C